sodium tetraphenylethylene C1(=CC=CC=C1)C(=C(C1=CC=CC=C1)C1=CC=CC=C1)C1=CC=CC=C1.[Na]